C(C)(C)(C)OC(=O)N1OCC[C@H]1C=1C=NC(=C(C1)F)C.FC=1C=C(C=NC1C)[C@H]1NOCC1 (3S)-3-(5-Fluoro-6-methyl-3-pyridyl)isoxazolidine Tert-butyl-(S)-3-(5-fluoro-6-methylpyridin-3-yl)isoxazolidine-2-carboxylate